2,3,4,6,7,8-hexabromo-1,5-naphthyridine BrC1=NC2=C(C(=C(N=C2C(=C1Br)Br)Br)Br)Br